FC1=CC=C(C=C1)[C@@H]1CCC2=C1N=C(N=C2NC)NC21CCC(CC2)(CC1)N1C=NC(=C1)C (7S)-7-(4-fluorophenyl)-N4-methyl-N2-[4-(4-methylimidazol-1-yl)-1-bicyclo[2.2.2]octyl]-6,7-dihydro-5H-cyclopenta[d]pyrimidine-2,4-diamine